CCC[Si](CCC)CCC tri-n-propylsilane